COC=1C(=NC=CC1C1=NN(N=C1)C)NC1=C(N=NC(=C1)NC(=O)[C@@H]1[C@@H](C1)C)C(=O)NC([2H])([2H])[2H] 4-((3-methoxy-4-(2-methyl-2H-1,2,3-triazol-4-yl)pyridin-2-yl)amino)-N-(methyl-d3)-6-((1S,2R)-2-methylcyclopropane-1-carboxamido)pyridazine-3-carboxamide